6-chloro-1-(2-pyridinyl)pyrazolo[3,4-d]pyrimidine ClC1=NC=C2C(=N1)N(N=C2)C2=NC=CC=C2